N[C@H]1CN(C[C@@H](C1)F)C(=O)C=1C=C(C=2N(C1)N=C(C2C)C=2N(C1=CC(=CC=C1C2)Br)CC2CC2)OC ((3R,5R)-3-Amino-5-fluoropiperidin-1-yl)(2-(6-bromo-1-(cyclopropylmethyl)-1H-indol-2-yl)-4-methoxy-3-methylpyrazolo[1,5-a]pyridin-6-yl)methanone